(5-(4-fluoro-6-(4-hydroxypiperidin-1-yl)-1H-benzo[d]imidazol-2-yl)-1H-pyrrol-3-yl)(2-(trifluoromethyl)phenyl)methanone FC1=CC(=CC=2NC(=NC21)C2=CC(=CN2)C(=O)C2=C(C=CC=C2)C(F)(F)F)N2CCC(CC2)O